2-fluoro-3-(1-methoxy-1-oxopropan-2-yl)benzoic acid FC1=C(C(=O)O)C=CC=C1C(C(=O)OC)C